5-(benzyloxy)-2-methyl-N-(piperidin-4-yl)benzofuran-3-carboxamide C(C1=CC=CC=C1)OC=1C=CC2=C(C(=C(O2)C)C(=O)NC2CCNCC2)C1